C1(=CC=CC=C1)C=1C(=C(C(=CC1)N)N)C1=CC=CC=C1 diphenylbenzenediamine